BrC1=CC=C(C=C1)C1=CC=2N(C3=CC(=CC=C3C2C=C1)C1=CC=C(C=C1)C1=CC=CC2=C1OC1=C2C=CC=C1)C1=CC=CC=C1 2-(4-bromophenyl)-7-(4-(dibenzo[b,d]furan-4-yl)phenyl)-9-phenyl-9H-carbazole